9-((5-(3-amino-3-(6-chloropyridin-2-yl)piperidin-1-yl)-5',6'-difluoro-[2,3'-bipyridin]-4-yl)methyl)-9H-purin-6-amine NC1(CN(CCC1)C=1C(=CC(=NC1)C=1C=NC(=C(C1)F)F)CN1C2=NC=NC(=C2N=C1)N)C1=NC(=CC=C1)Cl